C(C)(C)(C)OC(N(C1=NC(=CC=C1[N+](=O)[O-])OC)CC#CC1=C(C(=CC=C1N)F)F)=O (3-(6-amino-2,3-difluorophenyl)prop-2-yn-1-yl)(6-methoxy-3-nitropyridin-2-yl)-carbamic acid tert-butyl ester